BrC1=CC(=C(C=C1)SC1=CNC2=CC=CC(=C12)C)C 3-(4-bromo-2-methyl-phenyl)sulfanyl-4-methyl-1H-indole